2-(2-(((5-chloro-2-cyclobutoxyphenyl)amino)-2-oxoacetylamino)-3-phenylpropionamido)benzoic acid ClC=1C=CC(=C(C1)NN(C(C(=O)NC1=C(C(=O)O)C=CC=C1)CC1=CC=CC=C1)C(C=O)=O)OC1CCC1